OC1=C(C=CC(=C1)C(F)(F)F)C1=C(N=C(N=N1)N1CC[C@@H]2[C@H]1CN(CC2)C(C)=O)C 1-((3aS,7aS)-1-(6-(2-hydroxy-4-(trifluoromethyl)phenyl)-5-methyl-1,2,4-triazin-3-yl)octahydro-6H-pyrrolo[2,3-c]pyridin-6-yl)ethan-1-one